3-(4-methoxyphenyl)-7-((2,2,2-trifluoroethyl)amino)-3,4-dihydropyrimido[4,5-d]pyrimidin-2(1H)-one COC1=CC=C(C=C1)N1C(NC2=NC(=NC=C2C1)NCC(F)(F)F)=O